CN1N=C(C(=C1C)O)C 1,3,5-Trimethyl-pyrazol-4-ol